N-[(6-Amino-2-pyridyl)sulfonyl]-6-(1-ethylpyrazol-4-yl)-2-(2,4,6-trimethylphenoxy)pyridin-3-carboxamid NC1=CC=CC(=N1)S(=O)(=O)NC(=O)C=1C(=NC(=CC1)C=1C=NN(C1)CC)OC1=C(C=C(C=C1C)C)C